[Na].ClC1=C(C=CC(=C1)Cl)O 2,4-Dichlorophenol sodium salt